(4-nitrophenyl)hydrazine hydrochloride Cl.[N+](=O)([O-])C1=CC=C(C=C1)NN